3-(1,3-oxazol-2-ylmethyl)-3H-imidazo[4,5-b]pyridine-5-carboxylic acid O1C(=NC=C1)CN1C=NC=2C1=NC(=CC2)C(=O)O